[PH2](O)=O.[PH2](O)=O.C(C)(C)(C)C1=C(C=CC(=C1)C(C)(C)C)C1=CC=C(C=C1)C1=CC=CC=C1 (2,4-di-tert-butylphenyl-4,4'-biphenyl) bisphosphinate